BrC=1C(=NC(=NC1)NC=1C=NN(C1)C1CCN(CC1)C)NCCCN1C(OCCC1)=O 3-(3-((5-bromo-2-((1-(1-methylpiperidin-4-yl)-1H-pyrazol-4-yl)amino)pyrimidin-4-yl)amino)propyl)-1,3-oxazinan-2-one